Cl.BrC1CCC(CC1)CN 1-[(1s,4s)-4-bromocyclohexyl]methanamine, hydrochloride salt